2,2,2-Trifluoroethyl acetyl-L-phenylalaninate C(C)(=O)N[C@@H](CC1=CC=CC=C1)C(=O)OCC(F)(F)F